ClC=1C=C(C=C(C1F)Cl)[N+](=O)[O-] 3,5-dichloro-p-fluoronitrobenzene